5,5-dimethyl-2-n-propyl-1,3-cyclohexadiene CC1(C=CC(=CC1)CCC)C